4-cyclopropyl-1-[4-(4,4,5,5-tetramethyl-1,3,2-dioxaborolan-2-yl)phenyl]imidazole C1(CC1)C=1N=CN(C1)C1=CC=C(C=C1)B1OC(C(O1)(C)C)(C)C